5-(1-(2,2-difluoroethyl)-2-methyl-1H-benzo[d]imidazol-6-yl)-N-((3S,4S)-3-fluoro-1-(oxetan-3-yl-3-d)piperidin-4-yl)-4-methoxypyrrolo[2,1-f][1,2,4]triazin-2-amine FC(CN1C(=NC2=C1C=C(C=C2)C=2C=CN1N=C(N=C(C12)OC)N[C@@H]1[C@H](CN(CC1)C1(COC1)[2H])F)C)F